4-(5-(3,5-dichloro-4-fluorophenyl)-5-(trifluoromethyl)-4,5-dihydroisoxazol-3-yl)-N-((S)-2-ethyl-3-oxoisoxazolidin-4-yl)-2-methylbenzamide ClC=1C=C(C=C(C1F)Cl)C1(CC(=NO1)C1=CC(=C(C(=O)N[C@@H]2C(N(OC2)CC)=O)C=C1)C)C(F)(F)F